(R)-4-(1-(pentan-3-yl)-1H-pyrazol-4-yl)-6-(1-(pyrrolidin-2-ylmethyl)-1H-pyrazol-4-yl)pyrazolo[1,5-a]pyrazine CCC(CC)N1N=CC(=C1)C=1C=2N(C=C(N1)C=1C=NN(C1)C[C@@H]1NCCC1)N=CC2